(3S,4S)-7-Methoxy-2-(4-methylbenzyl)-N-(3-(4-methylpiperazin-1-yl)phenyl)-1-oxo-3-(4-(trifluoromethyl)phenyl)-1,2,3,4-tetrahydroisochinolin-4-carboxamid COC1=CC=C2[C@@H]([C@H](N(C(C2=C1)=O)CC1=CC=C(C=C1)C)C1=CC=C(C=C1)C(F)(F)F)C(=O)NC1=CC(=CC=C1)N1CCN(CC1)C